(2-((3-(Benzyloxy)-6-methylpyridin-2-yl)(hydroxy)methyl)pyrrolidin-1-yl)(3-fluoro-2-hydroxyphenyl)methanone C(C1=CC=CC=C1)OC=1C(=NC(=CC1)C)C(C1N(CCC1)C(=O)C1=C(C(=CC=C1)F)O)O